C(C)(C)(C)N1CC(C2(CC1)COC1=C3CN(C(C3=CC=C12)=O)C1C(NC(CC1)=O)=O)C tert-butyl-7-(2,6-dioxopiperidin-3-yl)-3'-methyl-6-oxo-7,8-dihydro-2H,6H-spiro[furo[2,3-e]isoindole-3,4'-piperidine]